P(=O)([O-])([O-])[O-].C(CC)[Al+3] propylaluminum phosphate